(1-(3,3-dimethylcyclopentyl)indolin-6-yl)methanesulfonamide CC1(CC(CC1)N1CCC2=CC=C(C=C12)CS(=O)(=O)N)C